CC1=C(C=C(C=C1)C)C 1,2,4-trimethyl-benzene